N=1N(N=CC1)C(C)(C)C1=NN(C(=C1)C1(NC(=C(C(=N1)NCC)C(F)(F)F)[2H])N)C1CC1 2-(3-(2-(2H-1,2,3-triazol-2-yl)propan-2-yl)-1-cyclopropyl-1H-pyrazol-5-yl)-N4-ethyl-5-(trifluoromethyl)pyrimidine-6-d-2,4-diamine